N-((1S)-1-(5-(2-(4-chlorophenyl)-3-(4-(trifluoromethyl)phenyl)cyclopropyl)-1,2,4-oxadiazol-3-yl)ethyl)-3-hydroxy-4-methoxypicolinamide ClC1=CC=C(C=C1)C1C(C1C1=CC=C(C=C1)C(F)(F)F)C1=NC(=NO1)[C@H](C)NC(C1=NC=CC(=C1O)OC)=O